ClC1=NC=C2C=C(C(N(C2=C1)C)=O)C=1C=NC(=CC1C)[C@H](CC)O 7-chloro-3-[6-[(1S)-1-hydroxypropyl]-4-methylpyridin-3-yl]-1-methyl-1,6-naphthyridin-2-one